ethyl 1-oxotetrahydro-1H-pyrrolizin-7a(5H)-carboxylate O=C1CCN2CCCC12C(=O)OCC